OC1=C(C(=O)N(C=2C=CC=C3C=CN(C23)C)C)C=C(C(=C1)O)C(C)C 2,4-dihydroxy-5-isopropyl-N-methyl-N-(1-methyl-1H-indol-7-yl)benzamide